C1CCC2=C(C=3CCCC3C=C12)NC(=O)NS(=O)(=O)\C=C\C=1SC=CN1 (E)-N-((1,2,3,5,6,7-hexahydro-s-indacen-4-yl)carbamoyl)-2-(thiazol-2-yl)ethenesulfonamide